1-(diphenylmethyl)azetidine-3-carbonitrile C1(=CC=CC=C1)C(N1CC(C1)C#N)C1=CC=CC=C1